N(CCO)(CCO)CCO.N1(C(CCC1)=O)C(=O)O pyrrolidonecarboxylic acid-triethanolamine salt